4-[(6-fluoro-2,3-dihydro-1H-inden-1-yl)amino]-2-[(6-methoxy-2-methyl-1,2,3,4-tetrahydroisoquinolin-7-yl)amino]pyrimidine-5-carboxamide FC1=CC=C2CCC(C2=C1)NC1=NC(=NC=C1C(=O)N)NC1=C(C=C2CCN(CC2=C1)C)OC